FC(C(=O)O)(F)F.CC(CC(=O)N1CCNCC1)(C)C 3,3-dimethyl-1-(piperazin-1-yl)butan-1-one 2,2,2-trifluoroacetate